NC1=C2C(=NC=N1)N(N=C2C2=CC=C(C=C2)CC2=NC=CC(=C2C(=O)N)OC)C2CCCC2 4-(4-Amino-1-cyclopentyl-pyrazolo[3,4-d]pyrimidin-3-yl)phenylmethyl-4-methoxy-pyridine-3-carboxamide